cyano-N-(2,4-dimethoxybenzyl)-5-nitrobenzenesulfonamide C(#N)C1=C(C=C(C=C1)[N+](=O)[O-])S(=O)(=O)NCC1=C(C=C(C=C1)OC)OC